[1-(9-fluorenylmethoxycarbonyl)]Benzimidazole C1=CC=CC=2C3=CC=CC=C3C(C12)COC(=O)N1C=NC2=C1C=CC=C2